[N+](=[N-])=CC(=O)N1CCCC1 2-diazo-1-(pyrrolidin-1-yl)ethan-1-one